FC1=CC=C(CC2=CC3=C(OC[C@@H](N3)C)N=C2C2=CC=C(C=C2)F)C=C1 (S)-7-(4-fluorobenzyl)-6-(4-fluorophenyl)-2-methyl-2,3-dihydro-1H-pyrido[2,3-b][1,4]oxazine